2-(6-(azidomethyl)pyridin-2-yl)propan-2-ol N(=[N+]=[N-])CC1=CC=CC(=N1)C(C)(C)O